3-(2,6-dichloropyridin-4-yl)-4-(4-methyl-5-sulfonyl-1,2,4-triazol-3-yl)benzonitrile ClC1=NC(=CC(=C1)C=1C=C(C#N)C=CC1C1=NNC(N1C)=S(=O)=O)Cl